OC(CC)[Se][Se]C(CC)O di(1-hydroxypropyl) diselenide